COC(NC1=NC2=C(N1)C=CC(=C2)OC2=CC=C(C=C2)NC(=O)NC2=C(C=CC(=C2)C(F)(F)F)F)=O (5-{4-[3-(2-Fluoro-5-trifluoromethyl-phenyl)-ureido]-phenoxy}-1H-benzoimidazol-2-yl)-carbamic acid methyl ester